ClC1=C(C=CC=C1Cl)C1=NN(C2=NC(=CN=C21)N2CC1C(C1CC2)(C=2C=NC=CC2)CNC(OCC2=CC=CC=C2)=O)C2OCCCC2 Benzyl ((3-(3-(2,3-dichlorophenyl)-1-(tetrahydro-2H-pyran-2-yl)-1H-pyrazolo[3,4-b]pyrazin-6-yl)-7-(pyridin-3-yl)-3-azabicyclo[4.1.0]heptan-7-yl)methyl)carbamate